BrC=1C(=C(C=CC1)/C=C(/C(=O)OCC)\C)F Ethyl (E)-3-(3-bromo-2-fluoro-phenyl)-2-methyl-prop-2-enoate